5-aminoallyl-2'-desoxyUridine NC=CCC=1C(NC(N([C@H]2C[C@H](O)[C@@H](CO)O2)C1)=O)=O